C[C@](C=C)(CCC=C(C)C)O (3R)-3,7-dimethyl-1,6-octadien-3-ol